C(C)C=COF perfluoro Ethyl-Vinyl Ether